3-chloro-5-((5-fluoropyridin-2-yl)oxy)picolinonitrile ClC=1C(=NC=C(C1)OC1=NC=C(C=C1)F)C#N